manganese magnesium manganese salt [Mn].[Mg].[Mn]